4-(3-Isopropyl-5-((4-methylpiperazin-1-yl)methyl)-1H-indol-2-yl)-1H-pyrazolo[3,4-b]pyridin C(C)(C)C1=C(NC2=CC=C(C=C12)CN1CCN(CC1)C)C1=C2C(=NC=C1)NN=C2